C(C)(C)C1CCC(CC1)C1=NC(=NO1)C1NC2=CC=C(C=C2C1)C=O (5-((1r,4r)-4-isopropylcyclohexyl)-1,2,4-oxadiazol-3-yl)-2,3-dihydroindole-5-carbaldehyde